ClC1=NC(=CC=C1CO)N1C=NC2=C1C=C(C(=C2)OC)OC (2-chloro-6-(5,6-dimethoxy-1H-benzo[d]imidazol-1-yl)pyridin-3-yl)methanol